tert-butyl (3-(4-(3-(3-amino-6-(2-(methoxymethoxy)phenyl)pyridazin-4-yl)-3,8-diazabicyclo[3.2.1]octan-8-yl)pyridin-2-yl)propyl)carbamate NC=1N=NC(=CC1N1CC2CCC(C1)N2C2=CC(=NC=C2)CCCNC(OC(C)(C)C)=O)C2=C(C=CC=C2)OCOC